3-benzenesulfonyl isocyanate C1=CC(=CC=C1)S(=O)(=O)N=C=O